5-nitro-1,3-dioxo-1H-benzo[de]isoquinolin-2(3H)-yl 4-methylbenzenesulfonate CC1=CC=C(C=C1)S(=O)(=O)ON1C(C2=CC=CC=3C2=C(C1=O)C=C(C3)[N+](=O)[O-])=O